3'-cyclopropyl-5'-(4-fluorophenyl)-N-(4-(4-methylpiperazin-1-yl)phenyl)-1H,3'H-[2,4'-biimidazole]-4-carboxamide C1(CC1)N1C=NC(=C1C=1NC=C(N1)C(=O)NC1=CC=C(C=C1)N1CCN(CC1)C)C1=CC=C(C=C1)F